2-(9-(4-fluorophenyl)-6-oxaspiro[4.5]decan-9-yl)-N-(2-(pyridin-4-yl)benzyl)ethylamine hemi-fumarate C(\C=C\C(=O)O)(=O)O.FC1=CC=C(C=C1)C1(CCOC2(CCCC2)C1)CCNCC1=C(C=CC=C1)C1=CC=NC=C1.FC1=CC=C(C=C1)C1(CCOC2(CCCC2)C1)CCNCC1=C(C=CC=C1)C1=CC=NC=C1